N-(2-ethylhexyl)-3-(4-methoxybenzyloxy)-pyridin-4-one C(C)C(CN1C=C(C(C=C1)=O)OCC1=CC=C(C=C1)OC)CCCC